2-[9-(3-acetamidocyclobutyl)-1,9-diazatricyclo[6.3.1.04,12]dodeca-2,4(12),5,7-tetraen-2-yl]-7-methoxy-1-methyl-benzimidazole-5-carboxylic acid methyl ester COC(=O)C1=CC2=C(N(C(=N2)C=2N3CCN(C4=CC=CC(C2)=C34)C3CC(C3)NC(C)=O)C)C(=C1)OC